amino-alpha-iminoacetic acid NC(C(=O)O)=N